(E)-4-{[4-(10-benzyl-3-chloro-11-oxo-10,11-dihydro-5H-dibenzo[b,e][1,4]diazepin-5-yl)butyl](methyl)amino}but-2-enamide C(C1=CC=CC=C1)N1C2=C(N(C3=C(C1=O)C=CC(=C3)Cl)CCCCN(C/C=C/C(=O)N)C)C=CC=C2